2-(3-(2-(aminomethyl)pyridin-4-yl)-4,4-difluoropiperidin-1-yl)-N-(5-(2,4-difluorophenoxy)pyridin-2-yl)propionamide NCC1=NC=CC(=C1)C1CN(CCC1(F)F)C(C(=O)NC1=NC=C(C=C1)OC1=C(C=C(C=C1)F)F)C